4-(2-(hydroxymethyl)-4-(2-isopropylphenoxy)phenyl)-1-(pyridin-2-ylmethyl)pyrrolidin-2-one OCC1=C(C=CC(=C1)OC1=C(C=CC=C1)C(C)C)C1CC(N(C1)CC1=NC=CC=C1)=O